ClC=1N=C(C2=C(N1)C=C(N(C2)F)Cl)N2CC=1N(CCC2)N=C(C1)C(=O)N(C)C 5-(2,7-dichloro-6-fluoropyrido[4,3-d]pyrimidin-4-yl)-N,N-dimethyl-5,6,7,8-tetrahydro-4H-pyrazolo[1,5-a][1,4]diazepine-2-carboxamide